6-Methylene-1,3-cyclohexadien C=C1CC=CC=C1